[Au].[Ag].[Au] Gold-Silver-Gold